C(CCCCCC)C(COC(CCCCCCCN(C1CCC(CC1)C(=O)OCC(CCCCCCC)CCCCCCC)C(=O)N1CCN(CCC1)C)=O)CCCCCCC (1r,4r)-2-heptylnonyl 4-[{8-[(2-heptylnonyl)oxy]-8-oxooctyl}(4-methyl-1,4-diazepane-1-carbonyl)amino]cyclohexane-1-carboxylate